ClC1=NC=2CCCCC2C=C1C(=O)NC(CC1=CC=C(C=C1)F)(CC(=C)C)C 2-chloro-N-(1-(4-fluorophenyl)-2,4-dimethylpent-4-en-2-yl)-5,6,7,8-tetrahydroquinoline-3-carboxamide